N[C@@H](CC(=O)O)CC=CC1=CC=CC=C1 (R)-3-amino-6-phenyl-5-hexenoic acid